1-{5-Bromo-3-[(dimethylsulfamoyl)amino]pyridin-2-yl}-N,N-dimethylpiperidin-4-amine BrC=1C=C(C(=NC1)N1CCC(CC1)N(C)C)NS(N(C)C)(=O)=O